COC1=CC2=C(C3=C(NN=C3CC2)C2=CC(=C(C(=C2)OC)OC)OC)C=C1 7-methoxy-1-(3,4,5-trimethoxyphenyl)-4,5-dihydro-2H-benzo[e]indazol